N-(4-trifluoromethylbenzyl)isonicotinamide FC(C1=CC=C(CNC(C2=CC=NC=C2)=O)C=C1)(F)F